FC1=C(N=CC2=C1N=C(N=C2N2C[C@@H](NCC2)CC#N)OC[C@]21CCCN1C[C@@H](C2)F)C2=C(C(=CC=C2)F)C(F)(F)F 2-((S)-4-(8-fluoro-7-(3-fluoro-2-(trifluoromethyl)phenyl)-2-(((2R,7aS)-2-fluorotetrahydro-1H-pyrrolizin-7a(5H)-yl)methoxy)pyrido[4,3-d]pyrimidin-4-yl)piperazin-2-yl)acetonitrile